N-(4-cyanophenyl)-N-methyl-pyrazolo[1,5-a]pyridine-5-carboxamide C(#N)C1=CC=C(C=C1)N(C(=O)C1=CC=2N(C=C1)N=CC2)C